24-(2,2,2-trifluoro-1-hydroxyethyl)-5α-cholane-3β,4β-diol FC(C(O)CCC[C@@H](C)[C@H]1CC[C@H]2[C@@H]3CC[C@H]4[C@H]([C@H](CC[C@]4(C)[C@H]3CC[C@]12C)O)O)(F)F